C(C)OC1=C(C=CC(=C1)OCC)C1=NC(=CC(=C1)C1=CC=C(N(C)C)C=C1)C1=C(C=C(C=C1)OCC)OCC 4-[2,6-bis(2,4-diethoxyphenyl)-4-pyridyl]-N,N-dimethylaniline